[Pd+2].[Cl-].N1(CCCCCC1)CCCOC1=CC=C(N)C=C1.[Cl-] 4-(3-(azepan-1-yl)propoxy)aniline chloride palladium (II)